(3R)-5,5-difluoro-oxan-3-amine FC1(C[C@H](COC1)N)F